C1(=CC=CC=C1)C1OC2=C(C(C1)=NN=C1CC(OC3=C1C=CC=C3)C3=CC=CC=C3)C=CC=C2 2,3-dihydro-2-phenyl-4-benzopyrone (2,3-dihydro-2-phenyl-4H-1-benzopyran-4-ylidene) hydrazone